C(C=C)(=O)N1C[C@@H](C[C@H]1COC)NC=1N=C2C(=NC1)NC=C2C(=O)NCC 2-{[(3R,5S)-1-acryloyl-5-(methoxymethyl)pyrrolidin-3-yl]amino}-N-ethyl-5H-pyrrolo[2,3-b]pyrazine-7-carboxamide